N1=CC=CC2=CC(=CC=C12)[C@@H]1[C@H](C1)C=1C=2N(N=C(C1)C=1C(NC(NC1)=O)=O)C=CN2 5-(8-((1S,2S)-2-(quinolin-6-yl)cyclopropyl)imidazo[1,2-b]pyridazin-6-yl)pyrimidine-2,4(1H,3H)-dione